C(C)(=O)OC1=CC=C(C=C1)OC(C)=O 2,5-diacetoxybenzene